CC1(C2C3=C(CCC3C(CC(C21)O)C)C)C 1,1,4,7-tetramethyl-1a,2,3,4,4a,5,6,7b-octahydrocyclopropa[e]azulen-2-ol